N-(3-fluoro-4-(1-ethyl-6-(1H-pyrazol-4-yl)-1H-indazol-5-yloxy)phenyl)-1-(4-fluorophenyl)-6-amino-2-oxo-1,2-dihydropyridine-3-carboxamide FC=1C=C(C=CC1OC=1C=C2C=NN(C2=CC1C=1C=NNC1)CC)NC(=O)C=1C(N(C(=CC1)N)C1=CC=C(C=C1)F)=O